20-(3-(2-((5-methyl-4-(1-(2-methylbenzoyl)indolin-5-yl)thiazol-2-yl)amino)-2-oxoethyl)phenoxy)-3,6,9,12,15,18-hexaoxaicosyl 4-methylbenzenesulfonate CC1=CC=C(C=C1)S(=O)(=O)OCCOCCOCCOCCOCCOCCOCCOC1=CC(=CC=C1)CC(=O)NC=1SC(=C(N1)C=1C=C2CCN(C2=CC1)C(C1=C(C=CC=C1)C)=O)C